CN1N=NN=C1C(C1=CC=CC=C1)(Cl)Cl (1-methyl-1H-tetrazol-5-yl)(phenyl)methylene chloride